C(C1=CC=CC=C1)OC1=CN=C(C=C1C(=O)O)Br 5-(Benzyloxy)-2-bromoisonicotinic acid